4-((1S,2S)-2-(difluoromethyl)cyclopropaneyl)-6-(2,4-dimethoxypyrimidin-5-yl)pyridazin-3-amine FC([C@@H]1[C@H](C1)C1=C(N=NC(=C1)C=1C(=NC(=NC1)OC)OC)N)F